6-(2-methoxybenzyl)-1-methyl-1,6-dihydro-2H-pyrido[3',2':6,7]azepino[4,3,2-cd]isoindol-2-one COC1=C(CN2C3=C(C=C4N(C(C=5C=CC=C2C45)=O)C)C=CC=N3)C=CC=C1